(1-ethyl-2-(3-ethyl-1-(3-hydroxypropyl)-2,3-dihydro-1H-pyrrolo[1,2,3-de]quinoxalin-5-yl)-7-fluoro-1H-benzo[d]imidazol-5-yl)methanone C(C)N1C(=NC2=C1C(=CC(=C2)C=O)F)C2=CC=1C=3N2C(CN(C3C=CC1)CCCO)CC